N-[3-chloro-4-[4-[[(2S,4R)-4-hydroxypyrrolidine-2-carbonyl]amino]piperidine-1-carbonyl]phenyl]-5-(2,3-difluoro-4-methoxy-phenyl)-1-methyl-imidazole-2-carboxamide ClC=1C=C(C=CC1C(=O)N1CCC(CC1)NC(=O)[C@H]1NC[C@@H](C1)O)NC(=O)C=1N(C(=CN1)C1=C(C(=C(C=C1)OC)F)F)C